COC1=CC=CC(=C1)NC2=NC=NC3=CC=CC=C32 The molecule is a member of the class of quinazolines that is quinazoline which is substituted by a (3-methoxyphenyl)nitrilo group at position 4. It is a member of quinazolines, a secondary amino compound, a substituted aniline and a monomethoxybenzene.